NC1=NC2=CC(=C(C=C2C(=C1)CO)C(=O)N(C1COC2=C1C=CC(=C2)C(F)(F)F)CC2CC2)F 2-amino-N-(cyclopropylmethyl)-7-fluoro-4-(hydroxymethyl)-N-(6-(trifluoromethyl)-2,3-dihydrobenzofuran-3-yl)quinoline-6-carboxamide